NC=1C2=C(N=CN1)N(C(=C2C=2C=NC(=NC2)OC2=NC(=CC=C2)C)C2=CC=C(C=C2)NC(C(=C)C)=O)C N-(4-(4-amino-7-methyl-5-(2-((6-methylpyridin-2-yl)oxy)pyrimidin-5-yl)-7H-pyrrolo[2,3-d]pyrimidin-6-yl)phenyl)methacrylamide